NC1=C2C(=NC=N1)N(N=C2I)CCCCCO 5-(4-amino-3-iodo-1H-pyrazolo[3,4-d]pyrimidin-1-yl)pentan-1-ol